ClC1=CC=C(C(=N1)C(=O)O)N[C@H](C)C1=C2N=C(C(=NC2=CC(=C1)C)C#N)N1C[C@@H](CC1)C#N 6-chloro-3-(((R)-1-(2-cyano-3-((R)-3-cyanopyrrolidin-1-yl)-7-methylquinoxalin-5-yl)ethyl)amino)picolinic acid